2-((5-(3-chlorophenyl)-7-((2-(trimethylsilyl)ethoxy)methyl)-7H-pyrrolo[2,3-d]pyrimidin-4-yl)(ethyl)amino)ethanol ClC=1C=C(C=CC1)C1=CN(C=2N=CN=C(C21)N(CCO)CC)COCC[Si](C)(C)C